ethyl 5-cyano-6-[(2,2-difluoro-1,3-benzodioxol-5-yl)methoxy]-2-(difluoromethyl)pyridine-3-carboxylate C(#N)C=1C=C(C(=NC1OCC1=CC2=C(OC(O2)(F)F)C=C1)C(F)F)C(=O)OCC